3,5'-dichloro-4-((3,5-difluoropyridin-2-yl)ethoxy)-2'-(2-(2-hydroxypropan-2-yl)thiazol-4-yl)-6-methyl-2H-[1,4'-bipyridin]-2-one ClC=1C(N(C(=CC1OCCC1=NC=C(C=C1F)F)C)C1=CC(=NC=C1Cl)C=1N=C(SC1)C(C)(C)O)=O